CCCCCCCC/C=C\C/C=C\C/C=C\CCCC(=O)OC[C@H](COP(=O)([O-])OCC[N+](C)(C)C)OC(=O)CCCCCCCCC/C=C\CCCCCC 1-(5Z,8Z,11Z-eicosatrienoyl)-2-(11Z-octadecenoyl)-sn-glycero-3-phosphocholine